C(C)(C)(C)N1C=C(C=C1)C(=O)O 1-Tert-butyl-1H-pyrrole-3-carboxylic acid